OC(C(=O)[O-])C(CO)(C)C 2,4-dihydroxy-3,3-dimethylbutyrate